tert-butyl 6-(6-(methoxycarbonyl)pyridin-3-yl)-2,6-diazaspiro[3.3]heptane-2-carboxylate COC(=O)C1=CC=C(C=N1)N1CC2(CN(C2)C(=O)OC(C)(C)C)C1